(R)-2-methyl-N1-(5-(methylthio)pyrimidin-2-yl)propane-1,3-diamine hydrochloride Cl.C[C@@H](CNC1=NC=C(C=N1)SC)CN